(R)-(+)-5-(p-cyanophenyl)-5,6,7,8-tetrahydroimidazo[1,5-a]pyridine dibenzoyl-L-tartrate salt C(C1=CC=CC=C1)(=O)[C@]([C@](C(=O)O)(O)C(C1=CC=CC=C1)=O)(O)C(=O)O.C(#N)C1=CC=C(C=C1)[C@H]1CCCC=2N1C=NC2